ClC=1C=C(C2=C(C(N(S2(=O)=O)[C@@H]([C@@H](C)C2=C(C(=CC=C2F)C)C)N2C(OC=N2)=O)=O)C1)OC ((1S,2S)-1-(5-chloro-7-methoxy-1,1-dioxo-3-oxobenzo[d]isothiazol-2(3H)-yl)-2-(6-fluoro-2,3-dimethylphenyl)propyl)-1,3,4-oxadiazol-2(3H)-one